FC=1C=C(C=C(C1CN[C@H]1[C@H](CCC1)O)OC)C1=C(C(=CC=C1)C1=C(C(=CC=C1)NC1=NC=CC2=C1NCCN2)C)C (1S,2R)-2-(((3-fluoro-5-methoxy-2',2''-dimethyl-3''-((1,2,3,4-tetrahydropyrido[3,4-b]pyrazin-5-yl)amino)-[1,1':3',1''-terphenyl]-4-yl)methyl)amino)cyclopentan-1-ol